bis(3,7-dimethylocta-2,6-dien-1-yl) succinate C(CCC(=O)OCC=C(CCC=C(C)C)C)(=O)OCC=C(CCC=C(C)C)C